3-(1-oxo-5-(((1R,2S)-2-(3-(2-(trifluoromethyl)pyridin-4-yl)azetidin-1-yl)cyclohexyl)oxy)isoindolin-2-yl)piperidine-2,6-dione O=C1N(CC2=CC(=CC=C12)O[C@H]1[C@H](CCCC1)N1CC(C1)C1=CC(=NC=C1)C(F)(F)F)C1C(NC(CC1)=O)=O